BrC1=CC(=CC(=N1)N1C[C@@H](N([C@@H](C1)C)C(=O)OC(C)(C)C)C)F tert-butyl (2S,6R)-4-(6-bromo-4-fluoro-2-pyridyl)-2,6-dimethyl-piperazine-1-carboxylate